N[C@H]1CS(C2=C(N(C1=O)CC1=CC=C(C=C1)C1=NC=C(C=C1)F)C=C(C=C2)C=2OC(=NN2)C(C)(S(=O)(=O)C)C)(=O)=O (3R)-3-amino-5-[[4-(5-fluoro-2-pyridinyl)phenyl]methyl]-7-[5-(1-methyl-1-methylsulfonyl-ethyl)-1,3,4-oxadiazol-2-yl]-1,1-dioxo-2,3-dihydro-1λ6,5-benzothiazepine-4-One